ClC=1C=CC=C2C(CCN(C12)C(C(F)(F)F)=O)N1C(N(C2=NC(=NC=C2C1)S(=O)(=O)C)C)=O 3-[8-chloro-1-(2,2,2-trifluoroacetyl)-3,4-dihydro-2H-quinolin-4-yl]-1-methyl-7-methylsulfonyl-4H-pyrimido[4,5-d]pyrimidin-2-one